methyl 4-((2R,3S,4S,5R)-3-(2-(benzyloxy)-3-(trifluoromethyl)phenyl)-4,5-dimethyl-5-(trifluoromethyl)tetrahydrofuran-2-carboxamido)picolinate C(C1=CC=CC=C1)OC1=C(C=CC=C1C(F)(F)F)[C@H]1[C@@H](O[C@]([C@H]1C)(C(F)(F)F)C)C(=O)NC1=CC(=NC=C1)C(=O)OC